1,2,4-Triazolo[3,4-a]phthalazine N=1N=CN2C1C1=CC=CC=C1C=N2